(1r,3s,5s)-N-((3-fluoro-1H-indazol-5-yl)methyl)-8-(5-(5-fluoro-2-methylpyridin-4-yl)-1H-pyrazole-3-carbonyl)-8-azabicyclo[3.2.1]octane-3-carboxamide FC1=NNC2=CC=C(C=C12)CNC(=O)C1C[C@H]2CC[C@@H](C1)N2C(=O)C2=NNC(=C2)C2=CC(=NC=C2F)C